5-Hydroxy-3-[2-(hydroxymethyl)-1H-indol-3-yl]-2,3-dihydro-1H-isoindol-1-one OC=1C=C2C(NC(C2=CC1)=O)C1=C(NC2=CC=CC=C12)CO